N-[(1R)-1-Phenylethyl]-2-{4'-propyl-[1,1'-biphenyl]-4-yl}acetamide C1(=CC=CC=C1)[C@@H](C)NC(CC1=CC=C(C=C1)C1=CC=C(C=C1)CCC)=O